(3-(3-((2-amino-4-(butylamino)-6-methylpyrimidin-5-yl)methyl)-4-methoxybenzamido)propyl)phosphonic acid NC1=NC(=C(C(=N1)NCCCC)CC=1C=C(C(=O)NCCCP(O)(O)=O)C=CC1OC)C